C(#N)C1=CC(=C(COC2=NC=C(C(=N2)C2=CC(=C(CC3=NC=4C(=NC(=CC4)C(=O)O)N3C[C@H]3OCC3)C=C2)F)F)C=C1)F (S)-2-(4-(2-((4-cyano-2-fluorobenzyl)oxy)-5-fluoropyrimidin-4-yl)-2-fluorobenzyl)-3-(oxetan-2-ylmethyl)-3H-imidazo[4,5-b]pyridine-5-carboxylic acid